3,3,3-trifluoro-N-(2-fluoro-4-(8-isopropyl-2-((1-methylpiperidin-4-yl)amino)-7-oxo-7,8-dihydropyrido[2,3-d]-pyrimidin-6-yl)phenyl)-propane-1-sulfonamide formate C(=O)O.FC(CCS(=O)(=O)NC1=C(C=C(C=C1)C1=CC2=C(N=C(N=C2)NC2CCN(CC2)C)N(C1=O)C(C)C)F)(F)F